C1(=CC=CC=2C3=CC=CC=C3CC12)C1=NC=CC=N1 fluorenyl-pyrimidine